N[C@H]1C2N(CC1CC2)C(=O)C2=CC1=C(N(C(=N1)C1=CC=3C(=NC(=CC3)C3=CC=C(C=C3)CS(=O)(=O)N)N1CC1CC1)C)C(=C2)OC [4-(2-{5-[(7R)-7-amino-2-azabicyclo[2.2.1]heptane-2-carbonyl]-7-methoxy-1-methyl-1H-1,3-benzodiazol-2-yl}-1-(cyclopropylmethyl)-1H-pyrrolo[2,3-b]pyridin-6-yl)phenyl]methanesulfonamide